BrC=1C(=NN(N1)C)C(O)C1=NN2C(OC(C2)(C)C)=C1 (5-bromo-2-methyl-2H-1,2,3-triazol-4-yl)(2,2-dimethyl-2,3-dihydropyrazolo[5,1-b]oxazol-6-yl)methanol